6-((((S)-1-cyclopropylethyl)amino)methyl)-3-methyl-N-(5-((1s,3R)-3-methyl-1-(4-methyl-4H-1,2,4-triazol-3-yl)cyclobutyl)pyridin-3-yl)imidazo[1,2-a]pyridine-8-carboxamide C1(CC1)[C@H](C)NCC=1C=C(C=2N(C1)C(=CN2)C)C(=O)NC=2C=NC=C(C2)C2(CC(C2)C)C2=NN=CN2C